5-(4-chloro-2-formylphenyl)-3-fluoropyridinenitrile ClC1=CC(=C(C=C1)C=1C=C(C(=NC1)C#N)F)C=O